CCC(CC)OOC(C=CCCCCCCCCCCCCCCC)=O octadecenoic acid 3-pentyloxy ester